5-cyclohexyloxycarbonyl-bicyclo[2.2.1]hept-2-ene C1(CCCCC1)OC(=O)C1C2C=CC(C1)C2